2-bromo-6-(cyclobutoxymethyl)pyridine BrC1=NC(=CC=C1)COC1CCC1